4-((3-(5-Cyanothiophen-2-yl)-1H-pyrazol-5-yl)amino)-N-(1-methylpiperidin-4-yl)benzamide C(#N)C1=CC=C(S1)C1=NNC(=C1)NC1=CC=C(C(=O)NC2CCN(CC2)C)C=C1